C(C1=CC=CC=C1)OC(CCOC[C@H](NC(=O)OCC1=CC=CC=C1)C(=O)O)(C)C O-(3-(benzyloxy)-3-methylbutyl)-N-((benzyloxy)carbonyl)-L-serine